3-bromo-9-(4-methoxyphenyl)-9H-carbazole BrC=1C=CC=2N(C3=CC=CC=C3C2C1)C1=CC=C(C=C1)OC